CCCCCCCCCCCCCCCCCCCCCCCCCCCCCCCCCCCCCCCCCCCCCCCCCC Pentacontan